C(C1CO1)OCCC[Si](OC(C)C)(OC)OC (3-glycidyloxypropyl)dimethoxyisopropoxysilane